[Li].[Ca] CALCIUM-LITHIUM